2-(4-cyclopropyl-6-methoxypyrimidin-5-yl)-N-((6-methyl-3-(trifluoromethyl)-5,6-dihydroimidazo[2,1-a]isoquinolin-8-yl)methyl)imidazo[2,1-f][1,2,4]triazin-4-amine C1(CC1)C1=NC=NC(=C1C1=NN2C(C(=N1)NCC=1C=C3C(CN4C(C3=CC1)=NC=C4C(F)(F)F)C)=NC=C2)OC